NCCC(CC(=O)O)=O 5-amino-3-ketovaleric acid